9,9-bis(4-(2-hydroxyethoxy)phenyl)-3,5-dimethylfluorene OCCOC1=CC=C(C=C1)C1(C2=CC=CC(=C2C=2C=C(C=CC12)C)C)C1=CC=C(C=C1)OCCO